N1CC(C1)C(=O)N1CCN(CC1)C(=O)C1=C(C=C(NC=2C=3N(C=CN2)C(=CN3)C3=C(C(=C(OCC#N)C=C3)F)F)C=C1)C 2-[4-[8-[4-[4-(azetidine-3-carbonyl)piperazine-1-carbonyl]-3-methylanilino]imidazo[1,2-a]pyrazin-3-yl]-2,3-difluorophenoxy]acetonitrile